CS(=O)(CCC(F)(F)F)=NCC=1N=C2N(C=C(C=C2)C2=NOC(=N2)C(F)(F)F)C1 methyl(((6-(5-(trifluoromethyl)-1,2,4-oxadiazol-3-yl)imidazo[1,2-a]pyridin-2-yl)methyl)imino)(3,3,3-trifluoropropyl)-λ6-sulfanone